(5-tert-butyl-4-chloro-1,3-thiazol-2-yl)-3-(1,3-dioxo-2,3-dihydro-1H-isoindol-2-yl)-1-methoxycyclobutane-1-carboxamide C(C)(C)(C)C1=C(N=C(S1)C1C(CC1N1C(C2=CC=CC=C2C1=O)=O)(C(=O)N)OC)Cl